1-(4'H,6'H-spiro[cyclopropane-1,7'-thieno[3,2-c]pyran]-4'-yl)-N-methylmethanamine S1C=CC=2C(OCC3(C21)CC3)CNC